C1(=CC=CC2=CC=CC=C12)C1(C(=O)OC1C)C1=CC=CC2=CC=CC=C12 α,α-dinaphthyl-β-butyrolactone